C(#N)C(C)(CC)NC(=O)N1N=CC(=C1)C1=C2C(=NC=C1)NC(N2)=O N-(2-cyanobutan-2-yl)-4-(2,3-dihydro-2-oxo-1H-imidazo[4,5-b]pyridin-7-yl)-1H-pyrazole-1-carboxamide